S1C2=C(C=C1C(=O)N1C[C@@]3([C@@H]([C@H]([C@H]([C@H](O3)CO)O)N3N=NC(=C3)C3=CC(=C(C(=C3)F)F)F)O)CCC1)C=CC=C2 Benzo[b]thiophen-2-yl((2R,3R,4S,5R,6R)-3,5-dihydroxy-2-(hydroxymethyl)-4-(4-(3,4,5-trifluorophenyl)-1H-1,2,3-triazol-1-yl)-1-oxa-8-azaspiro[5.5]undecan-8-yl)methanone